2-(2-cyano-2-(2-methyl-9H-xanthen-9-ylidene)acetamido)-ethanamide C(#N)C(C(=O)NCC(=O)N)=C1C2=CC=CC=C2OC=2C=CC(=CC12)C